2-(cyclohexyloxy)-N-[(1R,3S)-3-{[2-(trifluoromethyl)quinolin-4-yl]amino}cyclohexyl]acetamide C1(CCCCC1)OCC(=O)N[C@H]1C[C@H](CCC1)NC1=CC(=NC2=CC=CC=C12)C(F)(F)F